3-(3-Amino-3-phenyl-propyl)-1-[(4-methoxyphenyl)methyl]-5,5-dimethyl-pyrrolidin-2-one NC(CCC1C(N(C(C1)(C)C)CC1=CC=C(C=C1)OC)=O)C1=CC=CC=C1